calcium-manganese [Mn].[Ca]